(o-tolyl)benzo[d]oxazol-2-thiol C1(=C(C=CC=C1)C1=CC=CC2=C1N=C(O2)S)C